tetraazaoxine N=1N=NNOC1